2,2-dibromo-6-fluoro-2,3,4,9-tetrahydro-1H-carbazol-1-one BrC1(C(C=2NC3=CC=C(C=C3C2CC1)F)=O)Br